N-(2-(4-((2R,5R)-4-cyclopropyl-2,5-dimethylpiperazine-1-yl)piperidine-1-yl)-5-((6-((R)-3-(2-fluoro-3-methylphenyl)-isoxazolidine-2-yl)pyrimidine-4-yl)amino)-4-methoxyphenyl)acrylamide C1(CC1)N1C[C@H](N(C[C@H]1C)C1CCN(CC1)C1=C(C=C(C(=C1)OC)NC1=NC=NC(=C1)N1OCC[C@@H]1C1=C(C(=CC=C1)C)F)NC(C=C)=O)C